Tert-butyl (4-(6-chloro-2-(((R)-2,2-difluoro-1-(hydroxymethyl)cyclopropyl)methoxy)-8-fluoro-4-(1,4-oxazepan-4-yl)quinazolin-7-yl)-3-cyano-7-fluorobenzo[b]thiophen-2-yl)carbamate ClC=1C=C2C(=NC(=NC2=C(C1C1=CC=C(C=2SC(=C(C21)C#N)NC(OC(C)(C)C)=O)F)F)OC[C@]2(C(C2)(F)F)CO)N2CCOCCC2